(S)-2-(2-hydroxyethoxy)-2-methoxyethan-1-ol Sodium periodate I(=O)(=O)(=O)[O-].[Na+].OCCO[C@@H](CO)OC